C(C)(C)(C)OC(=O)N1C[C@H](NCC1)C1=CC(=CC=C1)F (R)-3-(3-fluorophenyl)piperazine-1-carboxylic acid tert-butyl ester